tert-butyl (6S,7S)-4-benzyl-6-hydroxy-7-isobutyl-1,4-diazepane-1-carboxylate C(C1=CC=CC=C1)N1CCN([C@H]([C@H](C1)O)CC(C)C)C(=O)OC(C)(C)C